(S)-N-((6,7-Dichloro-3-(1H-pyrazol-4-yl)-1H-indol-2-yl)methyl)-2-hydroxypropanamide ClC1=CC=C2C(=C(NC2=C1Cl)CNC([C@H](C)O)=O)C=1C=NNC1